FC1([C@@H]2CN(C[C@]12C(=O)NC=1C(=CC=2N=CN=C(C2N1)C=1C(=NN(C1)C)C1=CC=C(C=C1)F)OC)C)F.[P].[Cu] copper phosphorus (1R,5S)-6,6-difluoro-N-(4-(3-(4-fluorophenyl)-1-methyl-1H-pyrazol-4-yl)-7-methoxypyrido[3,2-d]pyrimidin-6-yl)-3-methyl-3-azabicyclo[3.1.0]hexane-1-carboxamide